(S)-3-(3-fluorophenyl)-2-hydroxypropionic acid FC=1C=C(C=CC1)C[C@@H](C(=O)O)O